3-acetyl-7-hydroxy-4-(piperazine-1-yl)-2H-benzopyran-2-one C(C)(=O)C=1C(OC2=C(C1N1CCNCC1)C=CC(=C2)O)=O